2-(tert-butyl) 3-ethyl (1S,3S,5R)-5-((2-aminoethoxy)methyl)-2-azabicyclo[3.1.0]hexane-2,3-dicarboxylate NCCOC[C@@]12C[C@H](N([C@H]2C1)C(=O)OC(C)(C)C)C(=O)OCC